methyl trans-4-(pyrazin-2-ylmethyl)cyclohexanecarboxylate N1=C(C=NC=C1)C[C@@H]1CC[C@H](CC1)C(=O)OC